COC1=CC=C(CN(S(=O)(=O)C=2C=NC(=C(C2)C=2N=C3O[C@@H](CN3C2)C)OC2=CC=C(C=C2)C(F)(F)F)C)C=C1 (R)-N-(4-methoxybenzyl)-N-methyl-5-(2-methyl-2,3-dihydroimidazo[2,1-b]oxazol-6-yl)-6-(4-(trifluoromethyl)phenoxy)pyridine-3-sulfonamide